3-(2-fluoro-4-(hydroxymethyl)benzyl)-5-(trifluoromethyl)benzonitrile FC1=C(CC=2C=C(C#N)C=C(C2)C(F)(F)F)C=CC(=C1)CO